neopentanetetrayl tetrakis(3,5-di-tert-butyl-4-hydroxycinnamate) C(C)(C)(C)C=1C=C(C=CC(=O)OC(C(COC(C=CC2=CC(=C(C(=C2)C(C)(C)C)O)C(C)(C)C)=O)(C)C)(OC(C=CC2=CC(=C(C(=C2)C(C)(C)C)O)C(C)(C)C)=O)OC(C=CC2=CC(=C(C(=C2)C(C)(C)C)O)C(C)(C)C)=O)C=C(C1O)C(C)(C)C